4-amino-2-(((tert-butyldimethylsilyl)oxy)methyl)-5,5-dimethyl-7-(4-morpholinophenyl)-5,7-dihydro-6H-pyrrolo[2,3-d]pyrimidin-6-one NC=1C2=C(N=C(N1)CO[Si](C)(C)C(C)(C)C)N(C(C2(C)C)=O)C2=CC=C(C=C2)N2CCOCC2